5-(methoxy-d3)-1-methyl-1H-pyrazole C(OC1=CC=NN1C)([2H])([2H])[2H]